C(CCCCCCCCCCCCCCC(C)C)(=O)O.C(CCCCCCCCCCCCCCC(C)C)(=O)O.C(CCCCCCC\C=C/C\C=C/CCCCC)O linoleyl alcohol diisostearate